C1(CCCCC1)NC(C(\C=C\C1=CC=CC=C1)(F)F)=O (E)-N-cyclohexyl-4-phenyl-2,2-difluoro-3-butenamide